3-Chloro-N-(2'-(5-phenyl-1H-imidazol-2-yl)-3,4'-bipyridin-5-yl)benzamid ClC=1C=C(C(=O)NC=2C=C(C=NC2)C2=CC(=NC=C2)C=2NC(=CN2)C2=CC=CC=C2)C=CC1